[Na].O1C(CC1)[Si](OC)(OC)OC oxetanyl-trimethoxysilane sodium